methyl (2S)-2-[[(2S)-3-cyclopropyl-2-[(5,7-dichloro-1H-indole-2-carbonyl)amino]propanoyl]amino]-3-[(3S)-2-oxo-3-piperidyl]propanoate C1(CC1)C[C@@H](C(=O)N[C@H](C(=O)OC)C[C@H]1C(NCCC1)=O)NC(=O)C=1NC2=C(C=C(C=C2C1)Cl)Cl